FC(C=1C(=C(C=CC1)[C@@H](C)NC=1C2=C(N=C(N1)C)C=NC(=C2)C=2C=CC(=C(CN1CCC(CC1)C1=C(C=C(C=C1C)C1C(NC(CC1)=O)=O)F)C2)F)F)F 3-(4-(1-(5-(4-(((R)-1-(3-(difluoromethyl)-2-fluorophenyl)ethyl)amino)-2-methyl-pyrido[3,4-d]pyrimidin-6-yl)-2-fluorobenzyl)piperidin-4-yl)-3-fluoro-5-methylphenyl)-piperidine-2,6-dione